tert-butyl 6-(2-((2-cyclopropyl-5-(methoxycarbonyl)phenyl)sulfonamido)-4-(tetrazol-1-yl)phenyl)-3,4-dihydropyridine-1-carboxylate C1(CC1)C1=C(C=C(C=C1)C(=O)OC)S(=O)(=O)NC1=C(C=CC(=C1)N1N=NN=C1)C1=CCCCN1C(=O)OC(C)(C)C